FC=1C=C2C(=NNC2=CC1F)C=1C=CC2=C(S(CCN2)(=O)=O)N1 6-(5,6-difluoro-1H-indazol-3-yl)-2,3-dihydro-1H-pyrido[2,3-b][1,4]thiazine 4,4-dioxide